4-Naphthaleneacetic acid methyl ester COC(CC1=CC=CC2=CC=CC=C12)=O